Cl.NCC(=O)O (Glycine)-HCl